ClC=1C=CC(=C(C1)C=1C=C(C=2OCCNC2N1)C=1C=C(C=NC1)NC(C=CN1CC(N(CC1)C)=O)=O)F N-{5-[6-(5-chloro-2-fluorophenyl)-2H,3H,4H-pyrido[3,2-b][1,4]oxazin-8-yl]pyridin-3-yl}-3-(4-methyl-3-oxopiperazin-1-yl)propenamide